5,12-dihydroquino[2,3-b]acridine-7,14-dione C1=CC=CC=2NC=3C=C4C(=CC3C(C12)=O)NC1=CC=CC=C1C4=O